N1(CCCC1)C=1N=C(C2=C(N1)N=CC=C2)NC=2N=CN(C2)C2=CC(=C(C(=C2)OC)OC)OC 2-(pyrrolidin-1-yl)-N-(1-(3,4,5-trimethoxyphenyl)-1H-imidazol-4-yl)pyrido[2,3-d]pyrimidin-4-amine